C(C)(C)(C)C=1C=C(C=C(C1O)C(C)(C)C)O 3,5-di-t-butyl-4-hydroxylphenol